tetramethoxyl-silicon O(C)[Si](OC)(OC)OC